Cl.OC[C@H]1CNCCO1 (R)-2-hydroxymethylmorpholine hydrochloride